ClC1=C(C=CC=C1)NC=1N=CC2=C(N1)C=NN2C=2C=C(SC2)C(=O)NC 4-(5-((2-chlorophenyl)amino)-1H-pyrazolo[4,3-d]pyrimidin-1-yl)-N-methylthiophene-2-carboxamide